4,10,12,16-tetramethyl-3,20,22-trioxo-2-azabicyclo[16.3.1]docosa-1(21),4,6,10,18-pentaen CC=1C(NC2=CC(C=C(CC(CCCC(C=C(CCC=CC1)C)C)C)C2=O)=O)=O